ClC=1C=CC2=C([C@@H](C[C@H](O2)C(=O)NC23CC(C2)(C3)NC(CO[C@@H]3C[C@@H](C3)OC(F)(F)F)=O)O)C1 (2S,4R)-6-chloro-4-hydroxy-N-[3-(2-{[cis-3-(trifluoromethoxy)cyclobutyl]oxy}acetamido)bicyclo[1.1.1]pentan-1-yl]-3,4-dihydro-2H-1-benzopyran-2-carboxamide